(R)-(4-(4-chloropyrazolo[1,5-a]pyridin-2-yl)-6,7-dihydro-1H-imidazo[4,5-c]pyridin-5(4H)-yl)(5-(6-methylpyridin-2-yl)-1,3,4-oxadiazol-2-yl)methanone ClC=1C=2N(C=CC1)N=C(C2)[C@@H]2N(CCC1=C2N=CN1)C(=O)C=1OC(=NN1)C1=NC(=CC=C1)C